ClC1=NN(C(C2=CC=CC(=C12)OC1CC2(CN(C2)CCNC2=CC=3N(C=C2F)C=NN3)C1)=O)C Chloro-5-[[2-[2-[(6-fluoro-[1,2,4]triazolo[4,3-a]pyridin-7-yl)amino]ethyl]-2-azaspiro[3.3]heptan-6-yl]oxy]-2-methyl-phthalazin-1-one